CNC1(CC1)C1OCC2(C3=C1SC=C3)CC2 N-methyl-1-(5'H,7'H-spiro[cyclopropane-1,4'-thieno[2,3-c]pyran]-7'-yl)cyclopropane-1-amine